N(=[N+]=[N-])C[C@H]1OCC1 (S)-2-(azidomethyl)oxetane